5,5',5''-(2-aminobenzene-1,3,5-triyl)tris(ethyne-2,1-diyl)triisophthalic acid NC1=C(C=C(C=C1C#CC=1C=C(C=C(C(=O)O)C1)C(=O)O)C#CC=1C=C(C=C(C(=O)O)C1)C(=O)O)C#CC=1C=C(C=C(C(=O)O)C1)C(=O)O